4,5-dichloro-2-n-octyl-4-isothiazolinone ClC=1C(N(SC1Cl)CCCCCCCC)=O